ClC1=CC=C(C=C1)P(C1=NC2=CC=CC=C2C(=C1)C(F)F)(C1=CC=C(C=C1)Cl)=O bis(4-chlorophenyl)(4-difluoromethyl-quinolin-2-yl)phosphorus oxide